COC1=CC=C(C=C1)C(NCCCC[C@H](N)C(=O)O)(C1=CC=CC=C1)C1=CC=CC=C1 N6-((4-methoxyphenyl)diphenylmethyl)-L-lysine